C(C1=CC=CC=C1)(=O)C=1C(OC2=CC=C(C=C2C1)Cl)=O 3-benzoyl-6-chlorocoumarin